3,4,5-trihydroxytetrahydro-2H-pyran-2-carboxylic acid trilithium [Li].[Li].[Li].OC1C(OCC(C1O)O)C(=O)O